3-(6-(2-oxo-3-phenylimidazolin-1-yl)-2-azabicyclo[2.2.1]heptane-2-yl)-1,2,4-triazine-6-carboxamide O=C1N(CCN1C1=CC=CC=C1)C1CC2CN(C1C2)C=2N=NC(=CN2)C(=O)N